[Cl-].C1(=CC=CC=C1)C1=C(C([PH2+]C=C)(C2=CC=CC=C2)C2=CC=CC=C2)C=CC=C1 triphenyl-vinyl-benzyl-phosphonium chloride